tert-Butyl (s)-2-((4-methyl-3-((1-(7-(methylsulfonamido)quinolin-5-yl)cyclopropyl)carbamoyl)phenoxy)methyl)azetidine-1-carboxylate CC1=C(C=C(OC[C@H]2N(CC2)C(=O)OC(C)(C)C)C=C1)C(NC1(CC1)C1=C2C=CC=NC2=CC(=C1)NS(=O)(=O)C)=O